(R)-4-(7-fluoroimidazo[1,2-a]pyridin-3-yl)-7-((5-(3-hydroxytetra-hydrofuran-3-yl)pyridin-2-yl)amino)isoindolin-1-one FC1=CC=2N(C=C1)C(=CN2)C2=C1CNC(C1=C(C=C2)NC2=NC=C(C=C2)[C@]2(COCC2)O)=O